NC([C@H](CCCCNC(OC(C)(C)C)=O)NC1=NC=2C=CC=CC2C=2N1N=C(N2)C2=CC=C(C=C2)OC)=O tert-butyl [(5S)-6-amino-5-{[2-(4-methoxyphenyl)[1,2,4]triazolo[1,5-c]quinazolin-5-yl]amino}-6-oxohexyl]carbamate